FC1=C2CN(C(C2=CC=C1C1=CC(=C2C(=N1)N(C=C2)C)CN2CCCC2)=O)N2C(CCCC2=O)=O (4-fluoro-5-(1-methyl-4-(pyrrolidin-1-ylmethyl)-1H-pyrrolo[2,3-b]pyridin-6-yl)-1-oxoisoindolin-2-yl)piperidine-2,6-dione